C[Si](OCC)(OCC)C1=CC=CC=C1 Methyl-(phenyl)diethoxysilane